beta-methoxynaphthalene COC1=CC2=CC=CC=C2C=C1